CC1=C(C=2N(C=C1C1=C(C=3N=C(SC3N1)C1CCC(CC1)NC(C)C)C(C)C)N=CN2)C 4-(5-(7,8-dimethyl-[1,2,4]triazolo[1,5-a]pyridin-6-yl)-6-isopropyl-4H-pyrrolo[3,2-d]thiazol-2-yl)-N-isopropylcyclohexan-1-amine